Cl.FC1=C(C=CC=C1)NC(=O)C1=CC=C(C=C1)NC(=O)N1CCNCC1 N-(4-((2-fluorophenyl)carbamoyl)phenyl)piperazine-1-carboxamide hydrochloride